CC1=NOC(=C1C=1C=C2C(=NC(=NC2=CC1)C=1C=NN(C1)CCO)N1[C@H](COCC1)C1=CC=CC=C1)C (S)-2-(4-(6-(3,5-dimethylisoxazol-4-yl)-4-(3-phenylmorpholino)quinazolin-2-yl)-1H-pyrazol-1-yl)ethan-1-ol